C(C)OP1(OCCO1)=O 2-ethoxy-1,3,2-dioxaphospholane-2-oxide